4-Methyl-3-decen CC(=CCC)CCCCCC